CN(CCNC(C1=CC=C(C=C1)C=1N=CC=2N(C1)C(=CN2)C2=CC=C(C=C2)O)=O)C N-[2-(dimethyl-amino)ethyl]-4-[3-(4-hydroxyphenyl)imidazo[1,2-a]pyrazin-6-yl]benzamide